N-(1-(tert-Butyl)-5-fluoro-1H-pyrazol-4-yl)-2-fluoro-4-methyl-5-(8-morpholinoimidazo[1,2-a]pyridin-6-yl)benzamide C(C)(C)(C)N1N=CC(=C1F)NC(C1=C(C=C(C(=C1)C=1C=C(C=2N(C1)C=CN2)N2CCOCC2)C)F)=O